pyrrolidin-1-yl 2,5-dioxopyrrolidin-1-carboxylate O=C1N(C(CC1)=O)C(=O)ON1CCCC1